The molecule is the (R)-enantiomer of 3-hydroxybutanoyl-CoA. It has a role as a mouse metabolite. It derives from a (R)-3-hydroxybutyric acid. It is a conjugate acid of a (R)-3-hydroxybutanoyl-CoA(4-). C[C@H](CC(=O)SCCNC(=O)CCNC(=O)[C@@H](C(C)(C)COP(=O)(O)OP(=O)(O)OC[C@@H]1[C@H]([C@H]([C@@H](O1)N2C=NC3=C(N=CN=C32)N)O)OP(=O)(O)O)O)O